(4-(7-fluoroquinolin-4-yl)piperazin-1-yl)(1-isonicotinoylpiperidin-3-yl)methanone FC1=CC=C2C(=CC=NC2=C1)N1CCN(CC1)C(=O)C1CN(CCC1)C(C1=CC=NC=C1)=O